C1(CC1)C1=CC(=C(C(=N1)OC)C1=CC=NO1)O 6-cyclopropyl-3-(isoxazol-5-yl)-2-methoxypyridin-4-ol